(Z)-7,9-difluoro-1H-benzo[b]azepin-2(3H)-one FC1=CC\2=C(NC(C\C=C2)=O)C(=C1)F